C(CCCC(=O)[O-])C(=O)[O-] 1,4-Butylenedicarboxylat